tert-butyl ((1-(1-(1-(2-((4-chlorobenzyl)amino)-2-oxoethyl)-1H-tetrazol-5-yl)-5-(4,4,5,5-tetramethyl-1,3,2-dioxaborolan-2-yl)pentyl)piperidin-4-yl)methyl)carbamate ClC1=CC=C(CNC(CN2N=NN=C2C(CCCCB2OC(C(O2)(C)C)(C)C)N2CCC(CC2)CNC(OC(C)(C)C)=O)=O)C=C1